(5-(((1S,2S)-1-(ethyl-(methyl)amino)-2,3-dihydro-1H-inden-2-yl)oxy)-1-oxoisoindolin-2-yl)piperidine-2,6-dione C(C)N([C@@H]1[C@H](CC2=CC=CC=C12)OC=1C=C2CN(C(C2=CC1)=O)N1C(CCCC1=O)=O)C